2'-chloro-5'-methoxy-N-(5-methoxy-1,3,4-thiadiazol-2-yl)-[3,4'-bipyridine]-4-carboxamide ClC1=NC=C(C(=C1)C=1C=NC=CC1C(=O)NC=1SC(=NN1)OC)OC